tert-butyl (2S,4S)-4-((3-amino-7-bromo-2-chloro-6-methylquinolin-4-yl)amino)-2-(2-(tert-butoxy)-2-oxoethyl)piperidine-1-carboxylate NC=1C(=NC2=CC(=C(C=C2C1N[C@@H]1C[C@H](N(CC1)C(=O)OC(C)(C)C)CC(=O)OC(C)(C)C)C)Br)Cl